C(C1=CC=CC=C1)OC(=O)N1C=CC2=CC(=C(C=C12)OCC1=CC=CC=C1)OCC1=CC=CC=C1 1-benzyloxycarbonyl-5,6-dibenzyloxylindole